NN1C(=NC(=C1C(=O)N)C1=CC=C(C=C1)C(NC1=NC=CC(=C1)C)=O)[C@H]1N(CCC1)C(C=C(C)C)=O (S)-1-amino-2-(1-(3-methylbut-2-enoyl)pyrrolidin-2-yl)-4-(4-((4-methylpyridin-2-yl)carbamoyl)phenyl)-1H-imidazole-5-carboxamide